2-amino-3-(6-hydroxy-5-nitropyridin-3-yl)propanoic acid NC(C(=O)O)CC=1C=NC(=C(C1)[N+](=O)[O-])O